(2R,3R)-3-(methoxyphenyl)-N,N,2-trimethylpentanamine COC1=C(C=CC=C1)[C@@H]([C@H](CN(C)C)C)CC